Diphenyl-o-tolyl-sulfonium bromide [Br-].C1(=CC=CC=C1)[S+](C1=C(C=CC=C1)C)C1=CC=CC=C1